3-(imidazo[1,2-b]pyridazin-6-yl)-N-(3-(4-methylpiperazin-1-yl)phenyl)-1H-pyrrolo[2,3-b]pyridin-6-amine N=1C=CN2N=C(C=CC21)C2=CNC1=NC(=CC=C12)NC1=CC(=CC=C1)N1CCN(CC1)C